The molecule is a mixture obtained by combining equimolar amounts of hydrogen peroxide and urea. It has a role as an oxidising agent, a reagent and a disinfectant. It contains a hydrogen peroxide and a urea. C(=O)(N)N.OO